FC(C1=NN=C(O1)C1=CN=C(S1)CN1C2=C(CC[C@@H](C1=O)C)C=CN=C2)F (3S)-1-[[5-[5-(difluoromethyl)-1,3,4-oxadiazol-2-yl]thiazol-2-yl]methyl]-3-methyl-4,5-dihydro-3H-pyrido[3,4-b]azepin-2-one